FC(C(O)C1=NC=C(C=C1)F)(F)F 2,2,2-trifluoro-1-(5-fluoro-2-pyridyl)ethanol